C1(=CC=CC2=CC=CC=C12)C1=CC=C(C=C1)C=1C(=CC(=CC1)NC1=CC=C(C=C1)C1=CC=CC2=CC=CC=C12)C1=CC=CC=C1 {4''-(naphthalene-1-yl)-1,1':2',1''-terphenyl-5'-yl}-{4-(naphthalene-1-yl)phenyl}amine